NC=1SC=C(N1)C=1N=NN(C1)[C@@H]1[C@H]([C@@H](SC2=CC(=C(C(=C2)Cl)F)Cl)O[C@@H]([C@@H]1O)CO)O 3,5-dichloro-4-fluorophenyl 3-[4-(2-aminothiazol-4-yl)-1H-1,2,3-triazol-1-yl]-3-deoxy-1-thio-alpha-D-galactopyranoside